8-oxo-2,5,9-triazatricyclo[14.3.1.02,7]eicosa-1(20),16,18-triene-5-carboxylic acid tert-butyl ester trifluoromethyl-acetate FC(F)(F)OC(C)=O.C(C)(C)(C)OC(=O)N1CCN2C=3C=CC=C(CCCCCCNC(C2C1)=O)C3